(S)-tert-Butyl 3-(4-(2-((4-chloro-5-ethyl-2-methoxyphenyl)amino)propanoyl)piperazin-1-yl)azetidine-1-carboxylate ClC1=CC(=C(C=C1CC)N[C@H](C(=O)N1CCN(CC1)C1CN(C1)C(=O)OC(C)(C)C)C)OC